O.[Nb] niobium, hydrate